COC1=CC=CC(=C1C1=CC(=CC=C1OC)N)N 6,6'-dimethoxy-2,3'-diaminobiphenyl